1-(5-chloro-4-((6-chloro-7-(1-(oxetan-3-yl-d5)piperidin-4-yl)quinazolin-2-yl)amino)-1H-pyrazol-1-yl)-2-methylpropan-2-ol ClC1=C(C=NN1CC(C)(O)C)NC1=NC2=CC(=C(C=C2C=N1)Cl)C1CCN(CC1)C1(C(OC1([2H])[2H])([2H])[2H])[2H]